BrC1=C2CCN(CC2=CC(=C1)F)C(=O)OC(C)(C)C tert-butyl 5-bromo-7-fluoro-3,4-dihydroisoquinoline-2(1H)-carboxylate